COCCOCOCOCCOC β-methoxyethoxy-methyl ether